CN1C(=NC=C1C=1C(=NN(C1)C1=NC=CC(=N1)NC)C(F)(F)F)C(=O)N 1-methyl-5-[1-[4-(methylamino)pyrimidin-2-yl]-3-(trifluoromethyl)pyrazol-4-yl]imidazole-2-carboxamide